OC1C(CCCC1)NC1=NC=2N(C=C1)N=CC2C(=O)N 5-[(2-hydroxycyclohexyl)amino]-pyrazolo[1,5-a]pyrimidine-3-carboxamide